ethyl 3-{8-bromo-3-[(trifluoromethyl)sulfanyl]indolizin-2-yl}-1,2,4-thiadiazole-5-carboxylate BrC1=CC=CN2C(=C(C=C12)C1=NSC(=N1)C(=O)OCC)SC(F)(F)F